C[C@@]1(C(N(CC1)CC1=C(C=C(C=C1C)C)C)=O)C1=CC=CC=C1 (S)-3-Methyl-3-phenyl-1-(2,4,6-trimethylbenzyl)pyrrolidin-2-one